10,10'-((6-bromoquinoline-2,3-diyl)bis(4,1-phenylene))bis(10H-phenothiazine) BrC=1C=C2C=C(C(=NC2=CC1)C1=CC=C(C=C1)N1C2=CC=CC=C2SC=2C=CC=CC12)C1=CC=C(C=C1)N1C2=CC=CC=C2SC=2C=CC=CC12